tert-butyl (2R)-2-{[(3-amino-4-methoxypyridin-2-yl)oxy]methyl}pyrrolidine-1-carboxylate NC=1C(=NC=CC1OC)OC[C@@H]1N(CCC1)C(=O)OC(C)(C)C